ClC1=NC2=CC=C(C=C2C(=N1)N1[C@H](CN([C@@H](C1)CC)C(C1=NC=C(C=C1)C(F)(F)F)C1=CC=C(C=C1)F)C)F 2-chloro-4-((2s,5r)-5-ethyl-4-((4-fluorophenyl)(5-(trifluoromethyl)pyridin-2-yl)methyl)-2-methylpiperazin-1-yl)-6-fluoroquinazoline